(R)-N-(1-(2-fluoro-3-(trifluoromethyl)phenyl)ethyl)-8-methyl-3-(2-oxa-6-azaspiro[3.3]heptane-6-yl)pyrido[2,3-d]pyridazin-5-amine FC1=C(C=CC=C1C(F)(F)F)[C@@H](C)NC1=C2C(=C(N=N1)C)N=CC(=C2)N2CC1(COC1)C2